(Z)-4-(benzyloxy)-2-((dimethylamino)methylene)-3-oxo-N-(2,4,6-trifluorobenzyl)butanamide C(C1=CC=CC=C1)OCC(/C(/C(=O)NCC1=C(C=C(C=C1F)F)F)=C/N(C)C)=O